5-(2-ethoxypyridin-3-yl)-1-isopropyl-3-methyl-N-((2-methyl-1H-imidazol-4-yl)methyl)-1H-pyrazolo[4,3-b]pyridin-7-amine C(C)OC1=NC=CC=C1C1=CC(=C2C(=N1)C(=NN2C(C)C)C)NCC=2N=C(NC2)C